octyl-chlorobenzyl-amine C(CCCCCCC)N(CC1=CC=CC=C1)Cl